1-(R)-tert-butyl 4-(5-(3-(2-(methoxymethoxy)phenyl)-5-methyl-7,8-dihydro-5H-pyrido[3',4':4,5]pyrrolo[2,3-c]pyridazin-6(9H)-yl)pyrazin-2-yl)-5,6-dihydropyridine-1(2H)-carboxylate COCOC1=C(C=CC=C1)C1=CC2=C(N=N1)NC1=C2C(N(CC1)C=1N=CC(=NC1)C1=CCN(CC1)C(=O)OC(C)(C)C)C